CC(C[C@@H](C(N[C@@H](C[C@H]1C(NCC1)=O)C(COC(F)(F)F)=O)=O)NC(OCC1=CC(=CC=C1)Cl)=O)C 3-chlorobenzyl ((S)-4-methyl-1-oxo-1-(((S)-3-oxo-1-((S)-2-oxopyrrolidin-3-yl)-4-(trifluoromethoxy)butan-2-yl)amino)pentan-2-yl)carbamate